(R)-6-chloro-3-((1-(2-cyano-3-(4-(2-cyanophenyl)piperazin-1-yl)-7-methylquinoxalin-5-yl)ethyl)amino)picolinic acid ClC1=CC=C(C(=N1)C(=O)O)N[C@H](C)C1=C2N=C(C(=NC2=CC(=C1)C)C#N)N1CCN(CC1)C1=C(C=CC=C1)C#N